FC1=C(C(=CC=C1)OC)C1=CC2=C(N(C=N2)COCC[Si](C)(C)C)C=C1C(=O)O 5-(2-fluoro-6-methoxyphenyl)-1-((2-(trimethylsilyl)ethoxy)methyl)-1H-benzo(d)imidazole-6-carboxylic acid